(3R)-3-{[2-(4-methoxyphenyl)-7-(propane-2-sulfonyl)[1,2,4]triazolo[1,5-c]quinazolin-5-yl]amino}azepan-2-one COC1=CC=C(C=C1)C1=NN2C(=NC=3C(=CC=CC3C2=N1)S(=O)(=O)C(C)C)N[C@H]1C(NCCCC1)=O